C1(CCC1)C=1C(=C(C(=O)O)C=C(C1)C1=NN=C(N1)OCC)C cyclobutyl-5-(5-ethoxy-4H-1,2,4-triazol-3-yl)-2-methylbenzoic acid